CC(C)(C)[S@](=O)N[C@H](C(F)(F)F)CC1=NC=CC=C1 (s)-2-methyl-N-[(1S)-2,2,2-trifluoro-1-(2-pyridylmethyl)ethyl]propane-2-sulfinamide